C(C)(C)(C)OC(=O)N1[C@@H](CN(C[C@@H]1C)C1=C2C=CN=NC2=C(C=C1)C(=O)OC)C methyl 5-[(3R,5S)-4-(tert-butoxycarbonyl)-3,5-dimethylpiperazin-1-yl]cinnoline-8-carboxylate